C[C@@](CO)(C(=O)O)N (-)-2-methyl-D-serine